C(C)N(CC)CCN(CCOC(OC(CCCCCCCCC(=O)OCC(CCCCC)CCCCC)CCCCCC)=O)CCO 2-pentylheptyl 3-ethyl-12-hexyl-6-(2-hydroxyethyl)-10-oxo-9,11-dioxa-3,6-diaza-heneicosane-21-oate